4-(bromomethyl)thiazole BrCC=1N=CSC1